COC(=O)C1=C(SC2=C1C=CC(=C2Cl)O)N(CC2=CC=C(C=C2)C(F)(F)F)C(C)=O 2-[acetyl-(4-trifluoromethylbenzyl)amino]-7-chloro-6-hydroxy-1-benzothiophene-3-carboxylic acid methyl ester